BrC=1C=C(C=CC1F)N1C(=NOC1=O)C1=NON=C1NC1CCN(CC1)P1(OCCCO1)=O 4-(3-bromo-4-fluorophenyl)-3-(4-((1-(2-oxo-1,3,2-dioxaphosphorinan-2-yl)piperidin-4-yl)amino)-1,2,5-oxadiazol-3-yl)-1,2,4-oxadiazol-5(4H)-one